CC(C[C@@H](C(=O)N1CCC(CC1)CCN1CCCC1)N1C([C@@H](N(CC1)C(C)=O)CC(C)C)=O)C (S)-1-[(S)-3-Methyl-1-({4-[2-(1-pyrrolidinyl)ethyl]-1-piperidyl}carbonyl)butyl]-4-acetyl-3-isobutyl-2-piperazinone